COC(NCC(F)(F)F)=O (2,2,2-trifluoroethyl)carbamic acid methyl ester